4-((4-cyclopropyl-2-(N-methyl-methanesulfonamido)-phenyl)amino)-6-((5-cyanopyridin-2-yl)amino)-N-meth-oxynicotinamide C1(CC1)C1=CC(=C(C=C1)NC1=CC(=NC=C1C(=O)NOC)NC1=NC=C(C=C1)C#N)N(S(=O)(=O)C)C